NC([C@H](C)NC1=CC(=NC(=N1)C=1C=CC2=C(C=CO2)C1)C(=O)NC1=CC=C(C=C1)C(F)(F)F)=O (S)-6-((1-amino-1-oxopropan-2-yl)amino)-2-(benzofuran-5-yl)-N-(4-(trifluoromethyl)phenyl)pyrimidine-4-carboxamide